6-(4-(difluoromethoxy)phenyl)-1-(2-morpholinoethyl)-2-oxo-N-(spiro[3.3]hept-2-yl)-1,2-dihydro-1,8-naphthyridine-3-carboxamide FC(OC1=CC=C(C=C1)C=1C=C2C=C(C(N(C2=NC1)CCN1CCOCC1)=O)C(=O)NC1CC2(C1)CCC2)F